ClC1=CC=C(C(=N1)O)F 6-Chloro-3-fluoropyridin-2-ol